FC(C=1C=CC(=NC1)CO)(F)F (5-(trifluoromethyl)pyridin-2-yl)methanol